N1CC(C1)C1=CC=C(C=C1)C1CS(CC1)(=O)=O 3-[4-(Azetidin-3-yl)phenyl]thiolane 1,1-dioxide